COC=1C(=C2C=CNC2=C(C1)C)CN1[C@H](C[C@@H](CC1)OCC1COCC1)C1=CC=C(C(=O)O)C=C1 4-((2R,4R)-1-((5-methoxy-7-methyl-1H-indol-4-yl)methyl)-4-((tetrahydrofuran-3-yl)methoxy)piperidin-2-yl)benzoic acid